C(C)(C)(C)OC(NC=1SC2=C(N1)C=CC(=C2)CBr)=O (6-(bromomethyl)benzo[d]thiazol-2-yl)carbamic acid tert-butyl ester